IC1=CC=NC2=C1OCC1N2CC(C1)OC1COC1 4-iodo-8-(oxetan-3-yloxy)-6a,7,8,9-tetrahydro-6H-pyrido[3,2-b]pyrrolo[1,2-d][1,4]oxazine